8-((6-(di-(tert-butoxycarbonyl)-amino)pyrimidin-4-yl)amino)-2-benzyl-10-methyl-2,3,4,5-tetrahydropyrido[1,2-a][1,4]diazepine-1,7-dione C(C)(C)(C)OC(=O)N(C1=CC(=NC=N1)NC1=CC(=C2N(CCCN(C2=O)CC2=CC=CC=C2)C1=O)C)C(=O)OC(C)(C)C